O1C(=CC2=C1C=CC=C2)C2=CC=CC(=N2)C2=C(NN=N2)C#N 5-(6-(benzofuran-2-yl)-pyridin-2-yl)-3H-{1,2,3}triazole-4-carbonitrile